BrC1=CC(=C2C=CN(C2=C1)C(C)(C1=NC=CC=C1)C1=NC=CC=C1)[N+](=O)[O-] 6-bromo-1-(1,1-bis(pyridin-2-yl)ethyl)-4-nitro-1H-indole